5-chloro-N-[2,4-difluoro-3-(7H-pyrrolo[2,3-d]pyrimidin-6-yl)phenyl]-2-methoxypyridine-3-sulfonamide ClC=1C=C(C(=NC1)OC)S(=O)(=O)NC1=C(C(=C(C=C1)F)C1=CC2=C(N=CN=C2)N1)F